(R)-acetyl-malic anhydride C(C)(=O)[C@]1(C(=O)OC(C1)=O)O